CC1=CC=C2C(=N1)N=CO2 5-methyl-[1,3]oxazolo[4,5-b]pyridin